N-Bocazetidine-3-carboxylic acid C(=O)(OC(C)(C)C)N1CC(C1)C(=O)O